benzyl (1-(tert-butyl)-3-((1s,4s)-4-((tert-butyldiphenylsilyl)oxy)cyclohexyl)-1H-pyrazol-5-yl)carbamate C(C)(C)(C)N1N=C(C=C1NC(OCC1=CC=CC=C1)=O)C1CCC(CC1)O[Si](C1=CC=CC=C1)(C1=CC=CC=C1)C(C)(C)C